2-(2-(4-fluorobenzoyl)phenyl)-N-(1,1,1-trifluoro-3-((S)-quinuclidin-3-yl)propan-2-yl)acetamide FC1=CC=C(C(=O)C2=C(C=CC=C2)CC(=O)NC(C(F)(F)F)C[C@@H]2CN3CCC2CC3)C=C1